N-[(1S)-1-[(4,4-difluorocyclohexyl)methyl]-2-[4-(3,5-dimethyl-1H-pyrazol-4-yl)anilino]-2-oxo-ethyl]-2-methyl-pyrazole-3-carboxamide FC1(CCC(CC1)C[C@@H](C(=O)NC1=CC=C(C=C1)C=1C(=NNC1C)C)NC(=O)C=1N(N=CC1)C)F